2-methyl-N-2-propenyl-propionamidine dihydrochloride Cl.Cl.CC(C(=N)NCC=C)C